C(#N)C1=NC(=C2C=C(N=CC2=C1)NC1CC(C1)NC(C)=O)NC(C)C N-((1s,3s)-3-((7-cyano-5-(isopropylamino)-2,6-naphthyridin-3-yl)amino)cyclobutyl)acetamide